CC1=CC=C2C(=CNC2=C1)C([C@H](C1=CC=CC=C1)NCCC1=CC=C(C=C1)S(=O)(=O)N)=O |r| (S)- and (R)-4-(2-((2-(6-methyl-1H-indol-3-yl)-2-oxo-1-phenylethyl)amino)ethyl)benzenesulfonamide